ClC1=C(C=C(C=C1)NC(OC1=CC=CC=C1)=O)F phenyl N-(4-chloro-3-fluoro-phenyl)carbamate